trifluoromethyl-triazene FC(F)(F)N=NN